ClC1=CC=C2C(=C1)NC(C21N(C(C=2N=C(N(C21)C(C)C)C2=C(C=CC=C2OC)OC)=O)C2=C(C=CC(=C2)Cl)C)=O 6-chloro-5'-(5-chloro-2-methylphenyl)-2'-(2,6-dimethoxyphenyl)-3'-isopropyl-3'H-spiro[indoline-3,4'-pyrrolo[3,4-d]imidazole]-2,6'(5'H)-dione